n-octadecyl-β-(4-hydroxy-3,5-di-tert-butyl-phenyl)propionate C(CCCCCCCCCCCCCCCCC)OC(CCC1=CC(=C(C(=C1)C(C)(C)C)O)C(C)(C)C)=O